N-(4-chlorophenyl)-3-cyano-4-methyl-6-hydroxy-2-pyridone ClC1=CC=C(C=C1)N1C(C(=C(C=C1O)C)C#N)=O